(E)-N-((dimethylamino)methylene)-5-(5-(2,6-dimethylmorpholine-4-carbonyl)-1H-pyrrolo[2,3-b]pyridin-1-yl)picolinamide CN(C)\C=N\C(C1=NC=C(C=C1)N1C=CC=2C1=NC=C(C2)C(=O)N2CC(OC(C2)C)C)=O